N,N,N-trimethyl-butyl-ammonium hexafluorophosphate F[P-](F)(F)(F)(F)F.C[N+](C)(C)CCCC